2,2-bis(hydroxymethyl)phenylacetic acid OCC1(C(C=CC=C1)CC(=O)O)CO